BrC1=CC=C(C=C1)N1N=C(C(=C1)[C@@H]1O[C@@H](C(N1CCC1=CC=C(C=C1)OCC)=O)C)C1=CC=C(C=C1)F (2S,5R)-2-(1-(4-bromophenyl)-3-(4-fluorophenyl)-1H-pyrazol-4-yl)-3-(4-ethoxyphenethyl)-5-methyl-oxazolidin-4-one